(3-((3-(pyridin-4-ylamino)propanoyl)oxy)propyl)azane N1=CC=C(C=C1)NCCC(=O)OCCCN